(S)-1-(3-((2-((3-methyl-1-(pyrrolidin-3-yl)-1H-Pyrazol-4-yl)amino)-5-(trifluoromethyl)pyrimidin-4-yl)amino)propyl)pyrrolidin-2-one CC1=NN(C=C1NC1=NC=C(C(=N1)NCCCN1C(CCC1)=O)C(F)(F)F)[C@@H]1CNCC1